C[C@@H]1N(CCOC1)C1=NC=C(C=C1C)CN1C[C@H](NCC1)C1=C(C=CC=C1)C (3S)-3-methyl-4-(3-methyl-5-{[(3R)-3-(2-methylphenyl)piperazin-1-yl]methyl}pyridin-2-yl)morpholine